vinyl-t-butyl benzoate C(C1=CC=CC=C1)(=O)OC(CC=C)(C)C